COC=1C=C2C[C@H](C2=CC1OC)CN(CCCC1CNC2=C(C=C1)C=CC=C2)C 3-[3-[[[(7R)-3,4-dimethoxybicyclo[4.2.0]octa-1,3,5-trien-7-yl]methyl]methylamino]propyl]-1,3-dihydro-2H-benzazepine